Cl.N1CC(C1)NC(=O)C1=NC=CC=N1 N-(azetidin-3-yl)pyrimidine-2-carboxamide hydrochloride